C(C)(C)(C)OC(=O)N1C2CN(CC1CC2)C=2C=1N(N=CC2)C=C(C1)C=1C=NN(C1)C 3-(6-(1-Methyl-1H-pyrazol-4-yl)pyrrolo[1,2-b]pyridazin-4-yl)-3,8-diazabicyclo[3.2.1]octane-8-carboxylic acid tert-butyl ester